5-fluoro-4-(9-fluoro-4-methyl-3,4-dihydro-1H-benzo[4,5]imidazo[2,1-c][1,4]oxazin-7-yl)-N-(5-(4-(oxetan-3-yl)piperazin-1-yl)pyridin-2-yl)pyrimidin-2-amine FC=1C(=NC(=NC1)NC1=NC=C(C=C1)N1CCN(CC1)C1COC1)C1=CC2=C(N=C3COCC(N32)C)C(=C1)F